tert-butyl N-(2-bromo-5-methyl-phenyl)carbamate BrC1=C(C=C(C=C1)C)NC(OC(C)(C)C)=O